OC[C@@H]1OCCN(C1)C1=C2C=CC=NC2=C(C=C1)C#N (R)-5-(2-(hydroxymethyl)morpholino)quinoline-8-carbonitrile